CC1CC(CC(C1)(C)C)O 3,5,5-TRIMETHYLCYCLOHEXANOL